(E)-1-(5-bromo-2-methoxypyridin-3-yl)ethan-1-one O-isopropyl oxime C(C)(C)O\N=C(/C)\C=1C(=NC=C(C1)Br)OC